FC1=C(C=C(C=C1)OC)C1=CC=C(C=C1)C1=CC(=NN1)NC1=C(C=C(C=C1)NC(OC)=O)C methyl (4-((5-(2'-fluoro-5'-methoxy-[1,1'-biphenyl]-4-yl)-1H-pyrazol-3-yl)amino)-3-methylphenyl)carbamat